N-(2,4-dichloro-5-(3-(methyl(prop-2-yn-1-yl)amino)propoxy)phenyl)-1H-pyrazole-3-carboxamide ClC1=C(C=C(C(=C1)Cl)OCCCN(CC#C)C)NC(=O)C1=NNC=C1